Heptyl 3-ethyl-6-(3-((3-heptyldecanoyl)oxy)propyl)-13-hexyl-11-oxo-10,12-dioxa-3,6-diazaoctadecane-18-oate C(C)N(CC)CCN(CCCOC(OC(CCCCC(=O)OCCCCCCC)CCCCCC)=O)CCCOC(CC(CCCCCCC)CCCCCCC)=O